4-benzoyl-3-hydroxy-5-(4-isopropyl-phenyl)-1-[2-(4-morpholinyl)ethyl]-1,5-dihydro-2H-pyrrol-2-one C(C1=CC=CC=C1)(=O)C1=C(C(N(C1C1=CC=C(C=C1)C(C)C)CCN1CCOCC1)=O)O